FC=1C=C2C(CC3(N(C2=CC1)CCOC)CCNCC3)=O 6'-fluoro-1'-(2-methoxyethyl)-1'H-spiro[piperidine-4,2'-quinolin]-4'(3'H)-one